(2-(2,6-dioxopiperidin-3-yl)-3-oxoisoindolin-5-yl)methyl(2-phenyl-1,3-dioxan-5-yl)carbamate O=C1NC(CCC1N1CC2=CC=C(C=C2C1=O)OC(N(C1COC(OC1)C1=CC=CC=C1)C)=O)=O